CC=1CCC(C(C1)C1=CC(=C(C=C1)CCCCC)C1=NC=CN=C1)C(=C)C 5'-methyl-4-pentyl-2'-(prop-1-en-2-yl)-3-(pyrazin-2-yl)-1',2',3',4'-tetrahydro-[1,1-biphenyl]